3-(1-methyl-1H-pyrrol-2-yl)isothiazol-5-amine CN1C(=CC=C1)C1=NSC(=C1)N